CCCCCCCC(CCC)C#N Undecane-8-carbonitrile